(5RS,8RS)-8-Methyl-3-oxo-2-{[6-(trifluoromethyl)pyridin-3-yl]methyl}-2,3,5,6,7,8-hexahydro[1,2,4]triazolo[4,3-a]pyridine-5-carboxylic acid C[C@H]1C=2N([C@H](CC1)C(=O)O)C(N(N2)CC=2C=NC(=CC2)C(F)(F)F)=O |r|